1-(3-((R)-1-((3-((2-((3S,4R)-3-fluoro-4-hydroxy-3-methylpiperidin-1-yl)pyrimidin-4-yl)amino)-5-isopropylisoquinolin-8-yl)oxy)ethyl)azetidin-1-yl)ethan-1-one F[C@]1(CN(CC[C@H]1O)C1=NC=CC(=N1)NC=1N=CC2=C(C=CC(=C2C1)C(C)C)O[C@H](C)C1CN(C1)C(C)=O)C